C(#N)[C@H]1N(CCC1)C(CNC(=O)C1=CC=NC2=CC=C(C=C12)N1N=NC(=C1)C(=O)[O-])=O (S)-1-(4-(2-(2-cyanopyrrolidin-1-yl)-2-oxoethylcarbamoyl) quinolin-6-yl)-1H-1,2,3-triazole-4-carboxylate